CC1(OB(OCC1(C)C)C=1CCN(CC1)C(=O)OC(C)(C)C)C tert-butyl 4-(4,4,5,5-tetramethyl-1,3,2-dioxaborin-2-yl)-3,6-dihydropyridine-1(2H)-carboxylate